FC=1C(=NC=CC1)OC1=CC=C2C(=CC(OC2=C1)=O)C 7-[(3-fluoro-2-pyridyl)oxy]-4-methyl-2-oxo-chromen